8-methyl-4-(tetrahydro-2H-pyran-4-yl)-5,11-dihydro-4H-3,4,7,10,11-pentaazadibenzo[cd,h]azulene CC=1C=NNC=2C1N=CC1=C3C(C=CC23)=NN(C1)C1CCOCC1